N1C(=C(C=C1)C(=O)OC)C(=O)OC dimethyl 1H-pyrrole-2,3-dicarboxylate